C(CCCCCCCCCCCCCCC)N1C(=C(C(C=C1)=O)OC(=O)C(C)(C)C)C N-hexadecyl-2-methyl-3-tert-butylcarbonyloxy-pyridin-4-one